(o-tolyl)bis-(perfluoro-phenyl)borane C1(=C(C=CC=C1)B(C1=C(C(=C(C(=C1F)F)F)F)F)C1=C(C(=C(C(=C1F)F)F)F)F)C